C1(CC1)N1[C@@H](CN(CC1)C1CCN(CC1)C1=C(C=C(C(=C1)OC)NC1=NC=NC(=C1)N1OCC[C@@H]1CC=1C=NC=CC1)NC(C=C)=O)C N-(2-(4-((R)-4-cyclopropyl-3-methylpiperazine-1-yl)piperidine-1-yl)-4-methoxy-5-((6-((S)-3-(pyridine-3-ylmethyl)isoxazolidine-2-yl)pyrimidine-4-yl)amino)phenyl)acrylamide